(4-Chloro-3-sulfamoyl-benzoyl)-L-proline methyl ester COC([C@H]1N(CCC1)C(C1=CC(=C(C=C1)Cl)S(N)(=O)=O)=O)=O